N-(3-((4-((1R,5S)-3,8-diazabicyclo[3.2.1]octan-3-yl)-8-fluoro-7-(3-hydroxynaphthalen-1-yl)quinazolin-2-yl)oxy)-2,2-dimethylpropyl)methanesulfonamide [C@H]12CN(C[C@H](CC1)N2)C2=NC(=NC1=C(C(=CC=C21)C2=CC(=CC1=CC=CC=C21)O)F)OCC(CNS(=O)(=O)C)(C)C